(R)-3-(4-((2,3,4,9-tetrahydro-1H-carbazol-3-yl)amino)-7,8-dihydro-6H-pyrimido[5,4-b][1,4]oxazin-2-yl)pyridin-2-ol C1C[C@H](CC=2C3=CC=CC=C3NC12)NC1=NC(=NC2=C1OCCN2)C=2C(=NC=CC2)O